N-(1,3-Di-methylbutyl)-N'-phenyl-p-phenylen-diamin CC(CC(C)C)NC1=CC=C(C=C1)NC1=CC=CC=C1